N1(CCOCC1)CC=1C=C(C=CC1)C1=CC2=NC=CC=C2S1 2-[3-(4-Morpholinylmethyl)phenyl]thieno[3,2-b]pyridin